(R)-3-[2-(2-chloro-4-isopropoxybenzoyl)-1,2,3,4-tetrahydroisoquinolin-5-yl]-3-(7-methoxy-1-methyl-1H-benzo[d][1,2,3]triazol-5-yl)propionic acid ClC1=C(C(=O)N2CC3=CC=CC(=C3CC2)[C@H](CC(=O)O)C2=CC3=C(N(N=N3)C)C(=C2)OC)C=CC(=C1)OC(C)C